ONC(CCCCCNC1=C(C=C(C=C1)S(=O)(=O)NC(C1=C(C=C(C=C1)NC(C=CC1=C(C=CC=C1)C)=O)OC1=CC=CC=C1)=O)[N+](=O)[O-])=O N-(4-(6-(hydroxyamino)-6-oxohexylamino)-3-nitrobenzenesulfonyl)-2-phenoxy-4-(3-(2-methylphenyl)acryloylamino)benzamide